(2-chloro-5-((2-methyltetrahydrofuran-3-yl)ethynyl)pyridin-4-yl)-4-methylpiperidin-4-ol ClC1=NC=C(C(=C1)N1CCC(CC1)(O)C)C#CC1C(OCC1)C